α-L-rhamnopyranosyl-(1->3)-β-D-glucuronic acid [C@@H]1([C@H](O)[C@H](O)[C@@H](O)[C@@H](O1)C)O[C@@H]1[C@H]([C@H](O)O[C@@H]([C@H]1O)C(=O)O)O